1-(2-Methyl-1-pentyl-1H-indol-3-yl)-2-(4-methylphenyl)ethanone CC=1N(C2=CC=CC=C2C1C(CC1=CC=C(C=C1)C)=O)CCCCC